COC(=O)C=1OC=C(C(C1OCC1=CC=CC=C1)=O)C(NCC1=C(C=C(C=C1F)F)F)=O 3-benzyloxy-4-oxo-5-[(2,4,6-trifluorophenyl)methylcarbamoyl]pyran-2-carboxylic acid methyl ester